3,6-dichloro-1-(2-fluoro-3-((5-methyl-1-(2-methylpyridin-3-yl)-4-nitro-1H-pyrazol-3-yl)oxy)propyl)-1H-pyrazolo[3,4-d]pyrimidine ClC1=NN(C2=NC(=NC=C21)Cl)CC(COC2=NN(C(=C2[N+](=O)[O-])C)C=2C(=NC=CC2)C)F